2,2-difluoropropyl (3-(3,3-difluorocyclobutyl)-4-methyl-1-phenyl-1H-pyrazol-5-yl)carbamate FC1(CC(C1)C1=NN(C(=C1C)NC(OCC(C)(F)F)=O)C1=CC=CC=C1)F